4-fluoro-1-[2-(4-methyl-1,3-oxazol-2-yl)acetyl]pyrrolidine-2-carboxamide FC1CC(N(C1)C(CC=1OC=C(N1)C)=O)C(=O)N